4-chloro-2-((4-chlorophenylimino)meth-yl)phenol ClC1=CC(=C(C=C1)O)C=NC1=CC=C(C=C1)Cl